NC1=NC(=C(C(=N1)OS(=O)(=O)C1=C(C=C(C=C1C)C)C)CC1=C(C=C(CN(CC(=O)OCC)CC(F)(F)F)C=C1)OC)C ethyl 2-((4-((2-amino-4-(mesitylsulfonyloxy)-6-methylpyrimidin-5-yl)methyl)-3-methoxybenzyl) (2,2,2-trifluoroethyl)amino)acetate